C(CCCCC=CC=CC=CC=CC=CC=CC(=O)O)CCCCO 22-hydroxydocosahexaenoic acid